COC(CC1=CC(=C(C=C1)NC([C@H](C1CCCCCC1)N)=O)F)=O.N1CN=CC1=O 1H-imidazol-5-one Methyl-(S)-2-(4-(2-amino-2-cycloheptylacetamido)-3-fluorophenyl)acetate